CN1C2=CC=CC=C2C=2C(CCCC12)=O 1,2,3,9-tetrahydro-9-methyl-4H-carbazole-4-one